BrC1=CC(=C(C=C1)C)OC(F)F 4-bromo-2-difluoromethyloxy-1-methylbenzene